ClC=1C(N(N=C(C1C1=C(C=CC=C1F)F)C1=C(C(=CC(=C1)OC)OC)Cl)C)=O 4-chloro-6-(2-chloro-3,5-dimethoxyphenyl)-5-(2,6-difluorophenyl)-2-methyl-3(2H)-pyridazinone